N1(CCOCC1)C=1OC2=C(N1)C=C(C=C2)NC(=O)C2=CC1=C(OCO1)C=C2 benzo[1,3]dioxol-5-carboxylic acid (2-morpholin-4-yl-benzooxazol-5-yl)-amide